6-(benzyloxy)-1,7-dimethyl-N-(4-methyl-1,1-dioxidotetrahydro-2H-thiopyran-4-yl)-1H-imidazo[4,5-b]pyridine-2-carboxamide C(C1=CC=CC=C1)OC=1C(=C2C(=NC1)N=C(N2C)C(=O)NC2(CCS(CC2)(=O)=O)C)C